5-chloro-2-(3-methylpyrazin-2-yl)-7-oxo-4,7-dihydropyrazolo[1,5-a]Pyrimidine-3-carboxylic acid ethyl ester C(C)OC(=O)C=1C(=NN2C1NC(=CC2=O)Cl)C2=NC=CN=C2C